NC1=C(C=NN1CC)C(=O)NCC#CC1=NN2C(C=CC=C2N[C@H]2[C@H](CNCC2)F)=C1CC(F)(F)F 5-amino-1-ethyl-N-(3-(7-(((3S,4R)-3-fluoropiperidin-4-yl)amino)-3-(2,2,2-trifluoroethyl)pyrazolo[1,5-a]pyridin-2-yl)prop-2-yn-1-yl)-1H-pyrazole-4-carboxamide